P(=O)([O-])(O)O.CC(C(=O)O)(C(=O)O)C.CC(C(=O)O)(C(=O)O)C.CC(C(=O)O)(C(=O)O)C.[Li+] lithium tris(dimethylmalonate) phosphate